C(CCC=C)(=O)OC1=C(C=CC=C1)C1=C2C=CC(C(=C3C=CC(=C(C=4C=CC(=C(C5=CC=C1N5)C5=C(C=CC=C5)OC(CCC=C)=O)N4)C4=C(C=CC=C4)OC(CCC=C)=O)N3)C3=C(C=CC=C3)OC(CCC=C)=O)=N2.[Cu] copper tetrakis[(4-pentenoyloxy)phenyl]porphyrin